C1(=CC=CC=C1)C=1NC(=CC1)C1=CC=CC=C1 2,5-diphenyl-1H-pyrrol